3-oxo-cyclobutyl-carboxylic acid O=C1CC(C1)C(=O)O